((2-(2-Cyclopropylmethoxyethyl)-1,2,3,4-tetrahydroisoquinolin-7-yl)(isopropyl)amino)-1-methylpyridin-2(1H)-one C1(CC1)COCCN1CC2=CC(=CC=C2CC1)N(C(C)C)C=1C(N(C=CC1)C)=O